C1(CC1)C=1C=CC=C2C(=NN(C12)CC1OCCC1)NC(C1=CC=C(C=C1)F)=O N-(7-cyclopropyl-1-((tetrahydrofuran-2-yl)methyl)-1H-indazol-3-yl)-4-fluorobenzamide